C[C@@H]1O[C@]2(CN3CCC2CC3)CS1.C[C@H]1O[C@@]2(CN3CCC2CC3)CS1.Cl.Cl cis-2-Methylspiro[1,3-oxathiolane-5,3'-quinuclidine] hydrochloride